2-(1-Bromovinyl)-6-(methylcarbamoyl)isonicotinic acid tert-butyl ester C(C)(C)(C)OC(C1=CC(=NC(=C1)C(NC)=O)C(=C)Br)=O